N1N=NN=C1C1=C(C=CC=C1)C1(C(=O)N)C(C=C(C(=O)NC2=C(C=CC=C2)C2=NN=NN2)C(=C1)O)O 1,N4-bis(2-(1H-tetrazol-5-yl)phenyl)-2,5-dihydroxyterephthalamide